FC=1C=C(C=CC1OC)N=S(=O)(C)C [(3-fluoro-4-methoxyphenyl)imino]dimethyl-λ6-sulfanone